BrC1=NC(=C(C=C1CC[C@@H](C(C)C)N1C=C(C(C=C1)=O)C(=O)O)OCCCOC)OC 1-[(3S)-1-[2-bromo-6-methoxy-5-(3-methoxypropoxy)pyridin-3-yl]-4-methylpentan-3-yl]-4-oxopyridine-3-carboxylic acid